N-(4-(2-(4-Fluorophenyl)propyl)-6-(((R)-1-hydroxy-4-methylpentan-2-yl)amino)-1,3,5-triazin-2-yl)methanesulfonamide FC1=CC=C(C=C1)C(CC1=NC(=NC(=N1)N[C@@H](CO)CC(C)C)NS(=O)(=O)C)C